C(C)(C)(C)C=1C(=C(C=C(C1)C)N1N=C2C(=N1)C=CC(=C2)Cl)O 2-(3'-tert-butyl-5'-methyl-2'-hydroxyphenyl)-5-chloro-benzotriazole